C(C(C)(C)C)C=1C=CC2=C(C=C(O2)B(O)O)C1 (5-neopentylbenzofuran-2-yl)boronic acid